1-(4-(2-bromophenyl)butyl)-6-(2-hydroxy-prop-2-yl)-1H-pyrrolo[2,3-b]pyridine-2-carbaldehyde BrC1=C(C=CC=C1)CCCCN1C(=CC=2C1=NC(=CC2)C(C)(C)O)C=O